(3-chloro-5-(methylsulfonylamino)phenyl)-5-(5-fluoropyrimidin-2-yl)-1-methyl-1H-pyrrole-3-carboxamide ClC=1C=C(C=C(C1)NS(=O)(=O)C)C=1N(C(=CC1C(=O)N)C1=NC=C(C=N1)F)C